propyl 2-[3-[[3-(N-hydroxycarbamimidoyl)-5-methoxycarbonyl-benzoyl]amino]propanoylamino]-4-methyl-thiazole-5-carboxylate ONC(=N)C=1C=C(C(=O)NCCC(=O)NC=2SC(=C(N2)C)C(=O)OCCC)C=C(C1)C(=O)OC